(6-(2-methoxyethoxy)pyridin-3-yl)boronic acid COCCOC1=CC=C(C=N1)B(O)O